2-(4-(1-ethoxyvinyl)-3-fluorophenyl)pyrrolidine-1-carboxylic acid tert-butyl ester C(C)(C)(C)OC(=O)N1C(CCC1)C1=CC(=C(C=C1)C(=C)OCC)F